FC(C1=C2CCC(C2=CC=C1)N1N=C2C(NC(NC2=O)=O)=C1)(F)F (4-(Trifluoromethyl)-2,3-dihydro-1H-inden-1-yl)-2,4-dihydro-5H-pyrazolo[4,3-d]pyrimidine-5,7(6H)-dione